COC=1C=C(C(=O)Br)C=CC1 3-methoxy-benzoyl bromide